ClC1=C(OC[C@H](CO)O)C=CC(=C1)S(=O)(=O)C1=CC(=C(C=C1)OC[C@@H](CCl)O)Cl (S)-3-(2-chloro-4-((3-chloro-4-((S)-3-chloro-2-hydroxypropoxy)phenyl)sulfonyl)phenoxy)propane-1,2-diol